N-(trans-4-((3-(2-Cyclopropylthiazol-5-yl)phenyl)((trans-4-(4-methoxy-3-methylphenyl)cyclohexyl)methyl)carbamoyl)cyclohexyl)oxetane-3-carboxamide C1(CC1)C=1SC(=CN1)C=1C=C(C=CC1)N(C(=O)[C@@H]1CC[C@H](CC1)NC(=O)C1COC1)C[C@@H]1CC[C@H](CC1)C1=CC(=C(C=C1)OC)C